[(7R,9aR)-7-hydroxy-7-[5-(trifluoromethyl)pyridin-2-yl]-3,4,6,8,9,9a-hexahydro-1H-pyrido[1,2-a]pyrazin-2-yl]-[2-chloro-3-(3-hydroxyazetidin-1-yl)phenyl]methanone O[C@@]1(CC[C@H]2N(CCN(C2)C(=O)C2=C(C(=CC=C2)N2CC(C2)O)Cl)C1)C1=NC=C(C=C1)C(F)(F)F